4-(allyloxy)-4-methylpiperidine C(C=C)OC1(CCNCC1)C